[Ir+3].FC(C(=O)NC=1C(=C(C=CC1F)NC(C1=CC=CC=C1)=O)F)(SC)F N-(3-(2,2-difluoro-2-(methylthio)acetamido)-2,4-difluorophenyl)benzamide iridium (III)